Chloro(2-dicyclohexylphosphino-2,4',6'-triisopropyl-1,1'-biphenyl) ClC1C(C(=CC=C1)C1=CC=C(C=C1C(C)C)C(C)C)(C(C)C)P(C1CCCCC1)C1CCCCC1